(S)-Methyl 4-methyl-2-(((S)-(perfluorophenoxy)(phenoxy)phosphoryl)amino)pentanoate CC(C[C@@H](C(=O)OC)N[P@](=O)(OC1=CC=CC=C1)OC1=C(C(=C(C(=C1F)F)F)F)F)C